dioxaheptan-1-ol O(OCCCCC)O